2,2-dimethylaminooxyacetic acid CNOC(C(=O)O)ONC